Cl.COCCOCC1(CCCC1)CNC 1-{1-[(2-methoxyethoxy)methyl]cyclopentyl}-N-methylmethanamine hydrochloride